COCCOC1=C(C=C2C(=NC=NC2=C1)O)[N+](=O)[O-] 7-(2-methoxyethoxy)-6-nitroquinazolin-4-ol